N,N-diethyl-trifluoroacetamide C(C)N(C(C(F)(F)F)=O)CC